BrC1=C(SC=C1)C1=C(C2=C(S1)C=CC=C2)C(=O)NCCN(C)C 2-(3-bromothiophen-2-yl)-N-(2-(dimethylamino)ethyl)benzo[b]thiophene-3-carboxamide